N-{[2-(5-Chloropyridin-2-yl)hydrazino]carbonyl}-5-fluoropyridine-2-carboxamide Phenyl-[(5-fluoropyridin-2-yl)carbonyl]carbamate C1(=CC=CC=C1)OC(NC(=O)C1=NC=C(C=C1)F)=O.ClC=1C=CC(=NC1)NNC(=O)NC(=O)C1=NC=C(C=C1)F